N-(4-(((2-(2,6-dioxopiperidin-3-yl)-1-oxoisoindolin-4-yl)thio)methyl)phenethyl)acetamide O=C1NC(CCC1N1C(C2=CC=CC(=C2C1)SCC1=CC=C(CCNC(C)=O)C=C1)=O)=O